2,2-difluoro-6-(1-methyl-1H-pyrazol-4-yl)-7-azaspiro[3.5]non-5-ene-7-carboxylic acid tert-butyl ester C(C)(C)(C)OC(=O)N1C(=CC2(CC(C2)(F)F)CC1)C=1C=NN(C1)C